(R)-2-aminopropionitrile N[C@@H](C#N)C